(±)-trans-N-(8-amino-6-[4-methyl-5-[(propan-2-yl)amino]pyridin-3-yl]isoquinolin-3-yl)-2-cyanocyclopropane-1-carboxamide NC=1C=C(C=C2C=C(N=CC12)NC(=O)[C@H]1[C@@H](C1)C#N)C=1C=NC=C(C1C)NC(C)C |r|